cesium lead iodide tert-butyl-2-[1-[5-[[(3S)-2,6-dioxo-3-piperidyl]amino]-3-fluoro-2-pyridyl]-4-hydroxy-4-piperidyl]acetate C(C)(C)(C)OC(CC1(CCN(CC1)C1=NC=C(C=C1F)N[C@@H]1C(NC(CC1)=O)=O)O)=O.[Pb](I)I.[Cs]